COC(=O)C1=NC(=C(N=C1C)N[C@H]1[C@@H](CN(CC1)C)C)CC1=CC=C(C=C1)F 5-((trans-1,3-dimethylpiperidin-4-yl)amino)-6-(4-fluorobenzyl)-3-methylpyrazine-2-carboxylic acid methyl ester